Ethyl 6-cyano-3-formyl-1H-indole-2-carboxylate C(#N)C1=CC=C2C(=C(NC2=C1)C(=O)OCC)C=O